tert-butyl 3-(6-(3-chlorophenoxy)pyridin-3-yl)azetidine-1-carboxylate ClC=1C=C(OC2=CC=C(C=N2)C2CN(C2)C(=O)OC(C)(C)C)C=CC1